methyl 4-{1-hydroxy-1-[2-methyl-5-(propan-2-yl)-4-(propan-2-yloxy)phenyl]ethyl}benzoate OC(C)(C1=C(C=C(C(=C1)C(C)C)OC(C)C)C)C1=CC=C(C(=O)OC)C=C1